2-[3-(tert-butoxycarbonylamino)phenyl]ethyl 4-methylbenzenesulfonate CC1=CC=C(C=C1)S(=O)(=O)OCCC1=CC(=CC=C1)NC(=O)OC(C)(C)C